1,4-diglycidyloxybenzene C(C1CO1)OC1=CC=C(C=C1)OCC1CO1